C(#N)C=1C=CC=2C3=C(NC2C1)C(=C(C=N3)C(=O)NC3CCOCC3)NC(C)C 7-cyano-4-(isopropylamino)-N-(tetrahydro-2H-pyran-4-yl)-5H-pyrido[3,2-b]indole-3-carboxamide